CC1=C(C#N)C=CC=C1[C@@H](C)NC1=NN=C(C2=CC(=C(C=C12)NC)C(=O)N1CCSCC1)C (R)-2-methyl-3-(1-((4-methyl-7-(methylamino)-6-(thiomorpholine-4-carbonyl)phthalazin-1-yl)amino)ethyl)benzonitrile